2-Cyclopropyl-3-methylaniline C1(CC1)C1=C(N)C=CC=C1C